TETRA-METHYL-ETHYLENEDIAMINE CN(CCN(C)C)C